N-cyclohexyl-4-(N-(1-(3,4-dichlorophenyl)-2-(dimethylamino)ethyl)sulfamoyl)benzamide C1(CCCCC1)NC(C1=CC=C(C=C1)S(NC(CN(C)C)C1=CC(=C(C=C1)Cl)Cl)(=O)=O)=O